Benzyl (2S,3S,5S,7S)-7-hydroxy-2,5,8,8-tetramethyl-3-(((2,2,2-trichloroethoxy)-carbonyl)oxy)nonanoate O[C@@H](C[C@@H](C[C@@H]([C@@H](C(=O)OCC1=CC=CC=C1)C)OC(=O)OCC(Cl)(Cl)Cl)C)C(C)(C)C